5-(4-(5-((R)-3-((5-(2-chloro-4-phenoxybenzoyl)-7H-pyrrolo[2,3-d]pyrimidin-4-yl)amino)piperidin-1-yl)-5-oxopentyl)piperazin-1-yl)-2-(2,6-dioxopiperidin-3-yl)isoindoline-1,3-dione ClC1=C(C(=O)C2=CNC=3N=CN=C(C32)N[C@H]3CN(CCC3)C(CCCCN3CCN(CC3)C=3C=C2C(N(C(C2=CC3)=O)C3C(NC(CC3)=O)=O)=O)=O)C=CC(=C1)OC1=CC=CC=C1